BrC=1C=C(C(=NC1)C#N)NC(CCC)=O N-(5-bromo-2-cyanopyridin-3-yl)butanamide